N-(4-Chlorophenyl)-5-((6-(pyridin-3-yl)-7H-pyrrolo[2,3-d]pyrimidin-4-yl)oxy)benzene ClC1=CC=C(C=C1)N1CN=C(C2=C1NC(=C2)C=2C=NC=CC2)OC=2C=CC=CC2